(6R)-2,2-dimethyl-6-[4-[5-(trifluoromethyl)pyrimidin-2-yl]piperazine-1-carbonyl]morpholine-4-carboxylic acid tert-butyl ester C(C)(C)(C)OC(=O)N1CC(O[C@H](C1)C(=O)N1CCN(CC1)C1=NC=C(C=N1)C(F)(F)F)(C)C